coumarin-3-carboxylic acid hexyl ester C(CCCCC)OC(=O)C=1C(OC2=CC=CC=C2C1)=O